N-methyl-N-(3-trifluoromethylbenzyl)amide acetate C(C)(=O)[O-].C[N-]CC1=CC(=CC=C1)C(F)(F)F